OCC(C#N)(C)CO 3-hydroxy-2-(hydroxymethyl)-2-methylpropanenitrile